FC=1C=C2C(=CNC2=C(C1)F)CCN(CCC)CCC N-(2-(5,7-difluoro-1H-indol-3-yl)ethyl)-N-propylpropan-1-amine